2-(4-(ethylsulfonyl)-2-fluorophenyl)acetic acid C(C)S(=O)(=O)C1=CC(=C(C=C1)CC(=O)O)F